FC1=C(N)C=CC(=C1)C1BOOC1 2-fluoro-4-(4,5-dioxaborolan-2-yl)aniline